5-(2-(2,5-difluorophenyl)pyrrolidin-1-yl-2,3,3-d3)pyrazolo[1,5-a]pyrimidin-3-amine FC1=C(C=C(C=C1)F)C1(N(CCC1([2H])[2H])C1=NC=2N(C=C1)N=CC2N)[2H]